F[C@@H]1[C@H]2C=C[C@@H](C[C@@H]1N(C1=CC=C(N=N1)C1=C(C=C(C=C1)N1C=NN=C1)O)C)N2 2-(6-(((1R,2R,3S,5R)-2-fluoro-8-azabicyclo[3.2.1]oct-6-en-3-yl)(methyl)amino)pyridazin-3-yl)-5-(4H-1,2,4-triazol-4-yl)phenol